3-(2-chloro-6-methylphenyl)-1-methyl-7-((3-methyl-4-(piperidin-4-yl)phenyl)amino)-2,3-dihydropyrimido[4,5-d]Pyrimidin-4(1H)-one hydrochloride Cl.ClC1=C(C(=CC=C1)C)N1CN(C2=NC(=NC=C2C1=O)NC1=CC(=C(C=C1)C1CCNCC1)C)C